FC1=C(C=C(C=C1)NC(=O)C=1C(=C(N(C1C)C)C(C(=O)N[C@H]1C[C@H](NC1)C(=O)O)=O)C)C (2S,4S)-4-(2-(4-((4-fluoro-3-methylphenyl)carbamoyl)-1,3,5-trimethyl-1H-pyrrol-2-yl)-2-oxoacetamido)pyrrolidine-2-carboxylic acid